N1=CC(=CC2=CC=CC=C12)CN 3-quinolinylmethylamine